NC1=C(C(=NN1C1=C(C=C(C=C1Cl)C)Cl)C(N)=S)S(N)(=O)=O 5-amino-1-(2,6-dichloro-4-methyl-phenyl)-4-sulfamoyl-1H-pyrazole-3-carbothioamide